C(#N)[C@H](C)N1N=CC2=CC=C(C(=C12)OC)NC1=CC(=NC=C1C(=O)NC([2H])([2H])[2H])NC(=O)C1CC1 |o1:2| (S*)-4-((1-(1-cyanoethyl)-7-methoxy-1H-indazol-6-yl)amino)-6-(cyclopropanecarboxamido)-N-(methyl-d3)nicotinamide